(E)-2-(((2-(bicyclo[2.2.2]octan-1-yl)benzo[d]oxazol-6-yl)oxy)methyl)-3-fluoroprop-2-en-1-amine 4-methylbenzenesulfonate CC1=CC=C(C=C1)S(=O)(=O)O.C12(CCC(CC1)CC2)C=2OC1=C(N2)C=CC(=C1)OC\C(\CN)=C\F